1-{6-[(2R)-4-(2-chloro-4-fluorobenzoyl)-2-ethylpiperazin-1-yl]-3-(2-ethoxypyridin-3-yl)-2-fluorophenyl}methylamine ClC1=C(C(=O)N2C[C@H](N(CC2)C2=CC=C(C(=C2CN)F)C=2C(=NC=CC2)OCC)CC)C=CC(=C1)F